C1(CCC1)C1=CC(=C(C=C1C1=NN=C(N1)C)C(=O)N1CCC(CC1)C1=CC=C(C=C1)C(F)(F)F)C (4-cyclobutyl-2-methyl-5-(5-methyl-4H-1,2,4-triazol-3-yl)phenyl)(4-(4-(trifluoromethyl)phenyl)piperidin-1-yl)methanone